CN(C1=CC=C(/C=C/C2=NC=C(C(=O)NC3=CN(C(=C3)C(NC3=CN(C(=C3)C(NCCN3CCOCC3)=O)C)=O)C)C=C2)C=C1)C (E)-6-(4-(dimethylamino)styryl)-N-(1-methyl-5-((1-methyl-5-((2-morpholinoethyl)carbamoyl)-1H-pyrrol-3-yl)carbamoyl)-1H-pyrrol-3-yl)nicotinamide